CC(C=O)(C=C)C 2,2-dimethylbut-3-enal